5-(2-((2-(trifluoromethyl)benzyl)amino)pyrimidin-5-yl)-1,3,4-oxadiazol-2(3H)-one FC(C1=C(CNC2=NC=C(C=N2)C2=NNC(O2)=O)C=CC=C1)(F)F